2-((4-((1H-pyrazolo[4,3-c]pyridin-6-yl)amino)-6-methylpyrimidin-2-yl)amino)ethan-1-ol N1N=CC=2C=NC(=CC21)NC2=NC(=NC(=C2)C)NCCO